FC=1C(=C(C(=C(C1F)F)F)C1=CC=C(C=C1)O)C(C(C(C(C(C(C(C(C(F)(F)F)(F)F)(F)F)(F)F)(F)F)(F)F)(F)F)(F)F)(F)F p-(perfluorononylphenyl)phenol